C(CCCCC)[S] hexylsulfur